The molecule is an omega-hydroxy fatty acid ascaroside obtained by formal condensation of the alcoholic hydroxy group of 15-hydroxypentadecanoic acid with ascarylopyranose (the alpha anomer). It is a metabolite of the nematode Caenorhabditis elegans. It has a role as a Caenorhabditis elegans metabolite. It is a monocarboxylic acid and an omega-hydroxy fatty acid ascaroside. It derives from a 15-hydroxypentadecanoic acid. It is a conjugate acid of an oscr#26(1-). C[C@H]1[C@@H](C[C@H]([C@@H](O1)OCCCCCCCCCCCCCCC(=O)O)O)O